OC=1C=CC2=C(N(C(N2)=O)C2CCNCC2)C1 6-hydroxy-1-(piperidin-4-yl)-1H-benzo[d]imidazol-2(3H)-one